3-(2-Chloro-6-fluorophenyl)-5-(1-(3-chlorophenyl)-5-(trifluoromethyl)-1H-pyrazol-4-yl)-4-(pyrimidin-2-yl-d3)isoxazole ClC1=C(C(=CC=C1)F)C1=NOC(=C1C1=NC(=C(C(=N1)[2H])[2H])[2H])C=1C=NN(C1C(F)(F)F)C1=CC(=CC=C1)Cl